3-((4-(2,4-difluorobenzyloxy)-3-bromo-6-methyl-2-oxopyridin-1(2H)-yl)methyl)-N-hydroxybenzoamide FC1=C(COC2=C(C(N(C(=C2)C)CC=2C=C(C(=O)NO)C=CC2)=O)Br)C=CC(=C1)F